tert-butyl 9-[1-(2,6-dibenzyloxy-3-pyridyl)-3-methyl-2-oxo-benzimidazol-5-yl]-3-azaspiro[5.5]undec-9-ene-3-carboxylate C(C1=CC=CC=C1)OC1=NC(=CC=C1N1C(N(C2=C1C=CC(=C2)C=2CCC1(CCN(CC1)C(=O)OC(C)(C)C)CC2)C)=O)OCC2=CC=CC=C2